CC12CCC3(C(CO1)C1(CCCC(C1CC3)(C)C)C)O2 3,8,8,11a-tetramethyldodecahydro-3H-3,5a-epoxynaphtho[1,2-c]oxepine